4-(N'-hydroxycarbamimidoyl)-4-phenethylpiperidine-1-carboxylic acid tert-butyl ester C(C)(C)(C)OC(=O)N1CCC(CC1)(CCC1=CC=CC=C1)C(N)=NO